2-Fluoro-5-((6-fluoro-4-(4-hydroxybut-1-yn-1-yl)-1-tosyl-1H-indol-5-yl)oxy)benzonitrile FC1=C(C#N)C=C(C=C1)OC=1C(=C2C=CN(C2=CC1F)S(=O)(=O)C1=CC=C(C)C=C1)C#CCCO